ON=C1CC(C1)C(=O)OC(C)(C)C tertbutyl 3-hydroxyiminocyclobutanecarboxylate